tetradecafluorooctanoic acid FC(C(C(C(C(C(C(C(=O)O)(F)F)(F)F)(F)F)(F)F)(F)F)(F)F)F